14-(piperidin-4-yloxy)-3,6,9,12-tetraoxatetradecan-1-ol hydrochloride Cl.N1CCC(CC1)OCCOCCOCCOCCOCCO